O[C@@H]1C[C@]2(CCC(N2C1)=O)C(=O)OCC |r| rac-ethyl (2R,7aR)-2-hydroxy-5-oxotetrahydro-1H-pyrrolizine-7a(5H)-carboxylate